Cl[Ra]Cl Dichlororadium